ClC1=C(C=C(CC2C(N(CC2)C2=C(C(=NN2COCC[Si](C)(C)C)C2=CN=NC=C2)CC=O)=O)C=C1F)F 2-(5-(3-(4-Chloro-3,5-difluorobenzyl)-2-oxopyrrolidin-1-yl)-3-(pyridazin-4-yl)-1-((2-(trimethylsilyl)ethoxy)methyl)-1H-pyrazol-4-yl)acetaldehyde